4-triisopropylsiloxybenzaldehyde C(C)(C)[Si](OC1=CC=C(C=O)C=C1)(C(C)C)C(C)C